6-bromo-2-[(2R)-3-(3,4-dihydro-1H-isoquinolin-2-yl)-2-hydroxy-propyl]-4,4-difluoro-3H-isoquinolin-1-one BrC=1C=C2C(CN(C(C2=CC1)=O)C[C@@H](CN1CC2=CC=CC=C2CC1)O)(F)F